1-(tert-butyl) 2-methyl (2S,4R)-4-((4-nitrophenyl)sulfonamido)pyrrolidine-1,2-dicarboxylate [N+](=O)([O-])C1=CC=C(C=C1)S(=O)(=O)N[C@@H]1C[C@H](N(C1)C(=O)OC(C)(C)C)C(=O)OC